NCCOCCNC(C1=C(C=C(C=C1)NC=1C=2N(C=CN1)C(=CN2)C=2C(=NN(C2)CCC(C)(C)Cl)C(F)(F)F)CC)=O N-(2-(2-aminoethoxy)ethyl)-4-((3-(1-(3-chloro-3-methylbutyl)-3-(trifluoromethyl)-1H-pyrazol-4-yl)imidazo[1,2-a]pyrazin-8-yl)amino)-2-ethylbenzamide